C(C)(C)(C)OC(=O)N1CCN(CC1)C1=NN(C(=C1)C)C1=CC2=C(OC(O2)(F)F)C=C1.C(C)N(CC)C1=C(C=CC=C1)C(C(=O)C1=CC=CC=C1)=O diethylaminodiphenyl-ethanedione tert-butyl-4-[1-(2,2-difluoro-1,3-benzodioxol-5-yl)-5-methyl-pyrazol-3-yl]piperazine-1-carboxylate